ClC=1C=C(C=CC1F)NC1=NC=NC2=CC(=C(C=C12)NC(C=CCN1CCOCC1)=O)OC 4-Morpholin-4-yl-but-2-enoic acid [4-(3-chloro-4-fluoro-phenylamino)-7-methoxy-quinazolin-6-yl]-amide